N-methyl-N-ethyl-N-propyl-N-pentylammonium bis(trifluoromethanesulfonyl)imide salt [N-](S(=O)(=O)C(F)(F)F)S(=O)(=O)C(F)(F)F.C[N+](CCCCC)(CCC)CC